FC=1C=C(C=CC1)C(\C=C\N(C)C)=O (E)-1-(3-fluorophenyl)-3-(dimethylamino)prop-2-en-1-one